ClC=1N=NC2=CC=C(C=C2C1)C1=CN=C(S1)NC(=O)C1(COCCC1)F N-(5-(3-chlorocinnolin-6-yl)thiazol-2-yl)-3-fluorotetrahydro-2H-pyran-3-carboxamide